C1(=CC=CC=C1)C=1OC(=C2C=C(C(=CC12)C)C)C1=CC=CC=C1 1,3-diphenyl-5,6-dimethylisobenzofuran